NC=1OC[C@@H](N1)CCC1=CC=C(C=C1)NC(C1=CC=C(C=C1)C#C)=O N-{4-[2-((S)-2-amino-4,5-dihydro-oxazol-4-yl)-ethyl]-phenyl}-4-ethynyl-benzamide